(S)-2-((5-Amino-6-chloro-1H-pyrrolo[3,2-b]pyridin-2-yl)methyl)-5-fluoro-1'-(2-(trifluoromethoxy)ethyl)spiro[isoindoline-1,3'-pyrrolidine]-2',3-dione NC1=C(C=C2C(=N1)C=C(N2)CN2C(C1=CC(=CC=C1[C@@]21C(N(CC1)CCOC(F)(F)F)=O)F)=O)Cl